tert-Butyl ((3,6-dichloropyridazin-4-yl)methyl)carbamate ClC=1N=NC(=CC1CNC(OC(C)(C)C)=O)Cl